1,2-dimethylbenzyl ether CC1(COCC2(C(C=CC=C2)C)C)C(C=CC=C1)C